5-bromo-1-((2-(trimethylsilyl)ethoxy)methyl)-1H-pyrrolo[2,3-b]pyridine-3-carboxylic acid ethyl ester C(C)OC(=O)C1=CN(C2=NC=C(C=C21)Br)COCC[Si](C)(C)C